tert-butyl 4-[4-[(2,6-dioxo-3-piperidyl)oxy]-2-fluorosulfonyl-phenyl]piperidine-1-carboxylate O=C1NC(CCC1OC1=CC(=C(C=C1)C1CCN(CC1)C(=O)OC(C)(C)C)S(=O)(=O)F)=O